(2R)-N-((S)-(3-chloro-2,4-difluorophenyl)((3R,6R)-6-(trifluoromethyl)tetrahydro-2H-pyran-3-yl)methyl)-2-methyl-3-oxopiperazine-1-carboxamide ClC=1C(=C(C=CC1F)[C@@H](NC(=O)N1[C@@H](C(NCC1)=O)C)[C@@H]1CO[C@H](CC1)C(F)(F)F)F